N-{(4aR,6R)-2-[5,6-difluoro-4-(2,4,6-trifluorophenyl)-1,2-benzoxazol-3-yl]-5,5-difluoro-1-oxooctahydropyrrolo[1,2-c]pyrimidin-6-yl}ethanesulfonamide FC=1C(=CC2=C(C(=NO2)N2C(N3[C@H](CC2)C([C@@H](C3)NS(=O)(=O)CC)(F)F)=O)C1C1=C(C=C(C=C1F)F)F)F